2-oxa-spiro[5.4]decane C1OCCCC12CCCC2